N-hydroxy-3-(4-(2-(3-(cyclopropylmethoxy)-4-methoxyphenyl)-2-oxoethyl)phenyl)-1,2,4-oxadiazole-5-carboxamide ONC(=O)C1=NC(=NO1)C1=CC=C(C=C1)CC(=O)C1=CC(=C(C=C1)OC)OCC1CC1